ClC1=C(CNC(=O)N2[C@H](CCC2)C(=O)OCC)C=CC=C1C(F)(F)F (R)-Ethyl 1-((2-chloro-3-(trifluoromethyl)benzyl)carbamoyl)pyrrolidine-2-carboxylate